6H-DIBENZO[C,E][1,2]THIAZINE-5,5-DIOXIDE C1=CC=CC2=C1C1=C(NS2(=O)=O)C=CC=C1